BrCCC1CCC1 (2-bromoethyl)cyclobutane